COC=1C(=CC2=CN(N=C2C1)C)C(=O)[O-] 6-methoxy-2-methyl-2H-indazole-5-carboxylate